N-[2-bromo-4-(1,1,1,2,3,3,3-heptafluoropropan-2-yl)-6-trifluoromethylphenyl]-3-[N-(cyclopropylmethyl)-2,3,4,5,6-pentafluorobenzamido]-2-fluorobenzamide BrC1=C(C(=CC(=C1)C(C(F)(F)F)(C(F)(F)F)F)C(F)(F)F)NC(C1=C(C(=CC=C1)N(C(C1=C(C(=C(C(=C1F)F)F)F)F)=O)CC1CC1)F)=O